NC=1C(=NC2=CC(=CC(=C2C1)C(C)=O)C)C1=CC=NC=C1 1-(3-amino-7-methyl-2-(pyridin-4-yl)quinolin-5-yl)ethan-1-one